2-(hydroxymethyl)-1,3-dioxolane OCC1OCCO1